2-[3-ethylsulfonyl-7-(trifluoro-methyl)imidazo[1,2-a]pyridin-2-yl]-3-methyl-6-(trifluoromethylsulfinyl)imidazo[4,5-b]pyridine C(C)S(=O)(=O)C1=C(N=C2N1C=CC(=C2)C(F)(F)F)C2=NC=1C(=NC=C(C1)S(=O)C(F)(F)F)N2C